C(C)OC1=CC=C(C=C1)C1=CC=C2CCCC(C2=C1)NC(O[C@@H]1CN2CCC1CC2)=O (S)-quinuclidin-3-yl (7-(4-ethoxyphenyl)-1,2,3,4-tetrahydronaphthalen-1-yl)carbamate